4-amino-2-ethyl-1-isopropyl-1H-imidazo[4,5-c]quinoline NC1=NC=2C=CC=CC2C2=C1N=C(N2C(C)C)CC